CN1C=2C=CC=CC2N(C2=CC=CC=C12)C 5,10-Dimethyl-5,10-dihydrophenazin